Cl.N[C@@H](C(=O)N(C)C)C |r| (±)-2-amino-N,N-dimethylpropionamide hydrochloride